BrC=1C=C2C(=C(NC(C2=CC1)=O)C)Cl 6-bromo-4-chloro-3-methylisoquinolin-1(2H)-one